nonane adipate C(CCCCC(=O)O)(=O)O.CCCCCCCCC